BrC1=CC=C2C(=NN(C(C2=C1)=O)CC1=CC=C(C=C1)OC)OC(F)F 7-bromo-4-(difluoromethoxy)-2-(4-methoxybenzyl)phthalazin-1(2H)-one